C(C)OC(CC1=CC(=C(C(=C1)F)N)F)=O 2-(4-amino-3,5-difluorophenyl)acetic acid ethyl ester